2-methyl-1-[4-(2-hydroxyethylthio)phenyl]-2-morpholinylpropan-1-one CC(C(=O)C1=CC=C(C=C1)SCCO)(C)N1CCOCC1